4-[[3-(2,6-dioxo-3-piperidinyl)-1-methyl-indazol-6-yl]-methyl-amino]piperidine-1-carboxylic acid tert-butyl ester C(C)(C)(C)OC(=O)N1CCC(CC1)N(C)C1=CC=C2C(=NN(C2=C1)C)C1C(NC(CC1)=O)=O